C1(C=CC(N1C=1C=C(OC=2C=C(C)C=C(C2)OC2=CC(=CC=C2)N2C(C=CC2=O)=O)C=CC1)=O)=O 3,5-bis(3-maleimidophenoxy)toluene